FC1=C(C=C(C=C1OC)F)C1CCC2(CN(C2)C(=O)C2CC(C2)(C)O)CC1 (7-(2,5-Difluoro-3-methoxyphenyl)-2-azaspiro[3.5]nonan-2-yl)((1s,3s)-3-hydroxy-3-methylcyclobutyl)methanon